O[C@@H]1[C@H](N[C@H]([C@@H]1O)N1C2=NC(=NC(=C2N=C1)NCC1=NC(=CC=C1)C)C=1C=NC=C(C1)C)C(=O)NC (2S,3R,4S,5S)-3,4-dihydroxyl-N-meth-yl-5-(6-(((6-methylpyridin-2-yl)meth-yl)amino)-2-(5-methylpyridin-3-yl)-9H-purin-9-yl)pyrrolidin-2-formamide